6-(5-(4-(azetidin-1-yl)cyclohexyl)-4-fluoro-3-isopropyl-1H-pyrrolo[2,3-c]pyridin-2-yl)-8-methoxy-[1,2,4]triazolo[1,5-a]pyridine N1(CCC1)C1CCC(CC1)C=1C(=C2C(=CN1)NC(=C2C(C)C)C=2C=C(C=1N(C2)N=CN1)OC)F